N(=[N+]=[N-])CCC=1OC2=C(C1)C=C(C=C2\C(\C)=N\[S@](=O)C(C)(C)C)F (R,1E)-N-(1-(2-(2-azidoethyl)-5-fluorobenzofuran-7-yl)ethylidene)-2-methylpropane-2-sulfinamide